OC[C@H](C1=CC=CC=C1)NC1=NC(=NC=C1C1=NC2(CO1)CCOCC2)NC2=CC=C1C(=N2)C(NC1=O)C 2-((4-(((S)-2-hydroxy-1-phenylethyl)amino)-5-(3,8-dioxa-1-azaspiro[4.5]dec-1-en-2-yl)pyrimidin-2-yl)amino)-7-methyl-6,7-dihydro-5H-pyrrolo[3,4-b]pyridin-5-one